3-((2-hydroxyethyl)amino)-5-(m-toluylamino)-6H-anthracene OCCNC=1C=CC2=CC=3C=CCC(C3C=C2C1)NC=1C=C(C=CC1)C